FC1=C(C=CC(=C1)C=1C=NC=C(C1)C(F)(F)F)NC(C(C)(C=1N=C(SC1)NS(=O)(=O)C)C)=O N-(2-fluoro-4-(5-(trifluoromethyl)pyridin-3-yl)phenyl)-2-methyl-2-(2-(methylsulfonamido)thiazol-4-yl)propanamide